2,6-dibromo-4-[1-(3-bromo-4-hydroxyphenyl)-1-methylethyl]phenol BrC1=C(C(=CC(=C1)C(C)(C)C1=CC(=C(C=C1)O)Br)Br)O